triisopropoxyacetoacetate C(C)(C)OC(C(CC(=O)[O-])=O)(OC(C)C)OC(C)C